OCC=1C2(C(C(CC1)C2)(C)C)OC=O formic acid 2-hydroxymethyl-6,6-dimethylbicyclo(3.1.1)hept-2-enyl ester